BrC1=CC=C(\C=C(/CC([NH-])C=2C=CC=C3C=CC=NC23)\C#CC2=CC=C(C=C2)Br)C=C1 (E)-3-(4-bromobenzylidene)-5-(4-bromophenyl)-N-(quinolin-8-yl)pent-4-ynylamide